4-fluoro-2-isopropoxybenzoic acid FC1=CC(=C(C(=O)O)C=C1)OC(C)C